pyrimidinethioate N1=C(N=CC=C1)C([O-])=S